ClC=1C=C2C(=NC(=NC2=C(C1C1=CC=C(C2=C1N=C(S2)N)F)F)OC[C@]21CCCN1C[C@@H](C2)F)N2CC1(CNCCO1)CCC2 4-(6-chloro-8-fluoro-2-(((2R,7aS)-2-fluorotetrahydro-1H-pyrrolizin-7a(5H)-yl)methoxy)-4-(1-oxa-4,8-diazaspiro[5.5]undecan-8-yl)quinazolin-7-yl)-7-fluorobenzo[d]thiazol-2-amine